C(C1=CC=CC=C1)C1=C(C(NC2=CC=C(C=C12)Cl)=O)C(\C=C\C1=CC=C(C=C1)C1=CC=C(C=C1)F)=O 4-benzyl-6-chloro-3-[(E)-3-[4-(4-fluorophenyl)phenyl]prop-2-enoyl]-1H-quinolin-2-one